C1(CC1)C(=O)OC1=CC2=C(NC=N2)C=C1 1H-benzo[d]imidazol-5-yl cyclopropanecarboxylate